C1(CC1)N([C@@H](C)C(=O)O)P(=O)(OC1=CC=CC=C1)OC[C@@H]1C=C[C@@H](C1)N1C2=NC(=NC(=C2N=C1)Cl)N.C(CCC)OCCC(=O)NC 3-butoxy-N-methyl-propionamide Cyclopropyl-((((1S,4R)-4-(2-amino-6-chloro-9H-purin-9-yl)cyclopent-2-en-1-yl)methoxy)(phenoxy)phosphoryl)-L-alaninate